NC(=O)C1=CC=CC=2C3=CC=CC=C3CC12 fluorenyl amino ketone